N1C=CC=2C1=NC=C(C2)C=2C=C1CCOCC1=C(C2)[C@H]2N(CCC2)C(=O)OC(C)(C)C tert-butyl (S)-2-(6-(1H-pyrrolo[2,3-b]pyridin-5-yl)isochroman-8-yl)pyrrolidine-1-carboxylate